N1C=CC=2C1=NC=C(C2)OC2=C(C(=O)NS(=O)(=O)C1=CC(=C(C=C1)NCC1CCOCC1)C(F)(F)F)C=CC=C2 2-(1H-pyrrolo[2,3-b]pyridin-5-yloxy)-N-{[4-[(tetrahydro-2H-pyran-4-ylmethyl)amino]-3-(trifluoromethyl)phenyl]sulfonyl}benzamide